Cl.CN(CC1=C(C=CC(=C1)C1CCOCC1)B1OC(C(O1)(C)C)(C)C)C N,N-dimethyl-1-(5-(tetrahydro-2H-pyran-4-yl)-2-(4,4,5,5-tetramethyl-1,3,2-dioxaborolan-2-yl)phenyl)methanamine hydrochloride